1-(4-(2-(3-chloro-4-isopropoxyphenyl)-1,3-selenazol-5-yl)benzyl)pyrrolidine-3-carboxylic acid sodium salt [Na+].ClC=1C=C(C=CC1OC(C)C)C=1[Se]C(=CN1)C1=CC=C(CN2CC(CC2)C(=O)[O-])C=C1